1,2,3,4-tetrahydro-1,3-dioxa-2-phosphanaphthalene-2-oxide O1P(OCC2=CC=CC=C12)=O